C1(OOC(C12CCCC2)=O)=O 2,3-dioxaspiro[4.4]nonane-1,4-dione